dimethyl (E)-5-(benzylideneamino)phenyl-1,3-benzenedicarboxylate C(/C1=CC=CC=C1)=N\C=1C=CC=C(C1)C1=C(C=CC=C1C(=O)OC)C(=O)OC